N1N=CC(=C1)C=1N=C(C2=C(N1)C=NC=C2)NC(C)C2=CC=NC=C2 2-(1H-pyrazol-4-yl)-N-[1-(pyridin-4-yl)ethyl]Pyrido[3,4-d]Pyrimidin-4-amine